[Cl-].C(CN)N.C(CN)N.C(CN)N tris(ethylenediamine) chloride